C(#N)C1=CC(=NC=C1OCC1CCN(CC1)C(NC)=O)C(=O)OC methyl 4-cyano-5-((1-(methylcarbamoyl)piperidin-4-yl)methoxy)picolinate